C(C)(C)(C)OC(=O)NCCCNC1=C2CN(CC2=CC=C1)[C@H](C(=O)O)C1=CC=CC=C1 (S)-2-(4-((3-((tert-Butoxycarbonyl)amino)propyl)amino)isoindolin-2-yl)-2-phenylacetic acid